FC1=C(C=C2C(NCC2=C1)=O)C=O 6-fluoro-3-oxo-1,2-dihydro-isoindole-5-carbaldehyde